C(C)(C)OC=1C(=CC2=CN(N=C2C1)C12COC(C1)(C2)COC)C(=O)O 6-isopropoxy-2-(1-(methoxymethyl)-2-oxabicyclo[2.1.1]hex-4-yl)-2H-indazole-5-carboxylic acid